Maleimide Bis(Bromopropionate) BrC(C(=O)O)C.BrC(C(=O)O)C.C1(C=CC(N1)=O)=O